8-methyl-6,7,8,9-Tetrahydro-3H-pyrazolo[3,4-h]isochinolin CN1CC=2C3=C(C=CC2CC1)NN=C3